ClC=1C=CC=C2C=C(NC12)C=1N=NC=C(C1N1CCC(CC1)N)C1=CC(=CC(=C1)C)F 1-[3-(7-chloro-1H-indol-2-yl)-5-(3-fluoro-5-methylphenyl)pyridazin-4-yl]piperidin-4-amine